COC=1C=C(C=CC1)NC1=NC(=NC(=C1)CN(CC1=CC(=CC=C1)C)C)N N4-(3-Methoxyphenyl)-6-((methyl(3-methylbenzyl)amino)methyl)pyrimidine-2,4-diamine